2-ethoxyethyl-2-{4-[2,4-bis(trichloromethyl)-s-triazin-6-yl]phenylthio}propanoic acid C(C)OCCC(C(=O)O)(C)SC1=CC=C(C=C1)C1=NC(=NC(=N1)C(Cl)(Cl)Cl)C(Cl)(Cl)Cl